2-bromo-5-chloropyridin-3-yl 3-deoxy-3-[4-(3,4,5-trifluorophenyl)-1H-1,2,3-triazol-1-yl]-2-O-methyl-1-thio-α-D-galactopyranoside FC=1C=C(C=C(C1F)F)C=1N=NN(C1)[C@@H]1[C@H]([C@@H](SC=2C(=NC=C(C2)Cl)Br)O[C@@H]([C@@H]1O)CO)OC